C(C)(C)(C)OC(=O)N[C@@H]1C[C@@H]2N(C(CCN(C2=O)[C@@H](C(=O)O)CC#N)CCC2=CC=CC=C2)C1 (2R)-2-((8R,9aS)-8-((tert-butoxycarbonyl)amino)-1-oxo-5-phenethylhexahydro-1H-pyrrolo[1,2-a][1,4]diazepin-2(3H)-yl)-3-cyanopropanoic acid